ClC=1C=C(C(=NC1)C1=NC(=CC=2N=C(N(C(C21)=O)C)C)N2CC(OCC2)C=2C=NN(C2)C)C 5-(5-chloro-3-methyl-2-pyridinyl)-2,3-dimethyl-7-(2-(1-methyl-1H-pyrazol-4-yl)-4-morpholinyl)pyrido[4,3-d]pyrimidin-4(3H)-one